1,1-dicyano-2-(2-thienyl)cyclopropane (9Z,12Z)-3-((4,4-bis(octyloxy)butanoyl)oxy)-2-(((3-(dimethylamino)propanoyl)oxy)methyl)propyloctadeca-9,12-dienoate C(CCCCCCC)OC(CCC(=O)OCC(COC(CCCCCCC\C=C/C\C=C/CCCCC)=O)COC(CCN(C)C)=O)OCCCCCCCC.C(#N)C1(C(C1)C=1SC=CC1)C#N